[3-[[[1-[(2,4-dimethoxyphenyl)methylamino]isoquinolin-5-yl]amino]methyl]-1-bicyclo[1.1.1]pentanyl]methanol COC1=C(C=CC(=C1)OC)CNC1=NC=CC2=C(C=CC=C12)NCC12CC(C1)(C2)CO